C(C=C)(=O)N[C@@H](CC1=CC=CC=C1)C(=O)OC methyl acryloylphenylalaninate